BrC1=CC2=C(N(N=C2C(=C1)F)C)C(C)(C)NS(=O)C(C)(C)C N-[2-(5-bromo-7-fluoro-2-methyl-2H-indazol-3-yl)propan-2-yl]-2-methylpropan-2-sulfinamide